tert-butyl 4-[4-(4-{1-[(tert-butoxy) carbonyl]-1,2,3,6-tetrahydropyridin-4-yl}thiophene-2-amido)phenyl]-1,2,3,6-tetrahydropyridine-1-carboxylate C(C)(C)(C)OC(=O)N1CCC(=CC1)C=1C=C(SC1)C(=O)NC1=CC=C(C=C1)C=1CCN(CC1)C(=O)OC(C)(C)C